FC=1C=C(C=CC1)C1=CC=CC(=N1)C[C@H]1[C@H](CCC2=CC=C(C(N12)=O)C)NS(=O)(=O)C |r| rac-N-[(3S,4S)-4-{[6-(3-fluorophenyl)pyridin-2-yl]methyl}-7-methyl-6-oxo-1,3,4,6-tetrahydro-2H-quinolizin-3-yl]methanesulfonamide